C(C1=CC=CC=C1)N1C(C=C(C2=CN=C(C(=C12)F)Cl)N1CC=2N(CCC1)N=C(C2)C(=O)OCC)=O ethyl 5-(1-benzyl-7-chloro-8-fluoro-2-oxo-1,2-dihydro-1,6-naphthyridin-4-yl)-5,6,7,8-tetrahydro-4H-pyrazolo[1,5-a][1,4]diazepine-2-carboxylate